(6-chloro-3-(1H-imidazol-1-yl)-5-methoxy-1-methyl-1H-indol-2-yl)-N,N-dimethyl-4H-1,2,4-triazole-3-carboxamide ClC1=C(C=C2C(=C(N(C2=C1)C)N1C(=NN=C1)C(=O)N(C)C)N1C=NC=C1)OC